3-Methyl-1-(3-pyridylmethyl)-6-(2,3,4-trifluorophenyl)imidazo[4,5-b]pyridin CN1CN(C=2C1=NC=C(C2)C2=C(C(=C(C=C2)F)F)F)CC=2C=NC=CC2